C1(CC1)C=1C=CC(=NC1)C1=NN=C(C2=CC=CC=C12)N[C@H]1CN(CCC1)C (R)-5-cyclopropyl-2-(4-((1-methylpiperidin-3-yl)amino)phthalazin-1-yl)pyridin